NC=1C(=CC2=C(CC(O2)(C)C)C1)[C@H]1[C@@H](C1)CO ((1R,2R)-2-(5-Amino-2,2-dimethyl-2,3-dihydrobenzofuran-6-yl)cyclopropyl)methanol